FC1(C(CN(CC1)C(=O)OC(C)(C)C)C=1N=NC(=CC1)OC)F tert-butyl 4,4-difluoro-3-(6-methoxypyridazin-3-yl)piperidine-1-carboxylate